N-((S)-(7-((R)-Cyclopropyl(5,5-difluoro-2-oxotetrahydropyrimidin-1(2H)-yl)methyl)imidazo[1,2-b]pyridazin-2-yl)(4,4-difluorocyclohexyl)methyl)-1-isopropyl-1H-pyrazole-5-carboxamide C1(CC1)[C@H](C1=CC=2N(N=C1)C=C(N2)[C@@H](NC(=O)C2=CC=NN2C(C)C)C2CCC(CC2)(F)F)N2C(NCC(C2)(F)F)=O